7H-pyrrolo[2,3-d]pyrimidine-6-carboxamide hydrochloride Cl.N1=CN=CC2=C1NC(=C2)C(=O)N